COC=1C=C(C=CC1)NC(=N)N1CCNCC1 N-(3-methoxyphenyl)piperazine-1-carboxamidine